NC1=CC(=NC2=CC=CC(=C12)O[C@@H]1CC[C@H](CC1)NC1=NC(=CC(=N1)C)C)C 4-Amino-5-((trans-4-((4,6-dimethylpyrimidin-2-yl)amino)cyclohexyl)oxy)-2-methylquinoline